1-(3,3-Dimethylcyclohexyl)-4-penten CC1(CC(CCC1)CCCC=C)C